1-Methyl-1-cyclopropylmethylcarbamate CC(C1CC1)NC([O-])=O